oxygen copper salt [Cu].[O]